2,5-Dihydroxymethyl-tetrahydrofuran OCC1OC(CC1)CO